2-((8-amino-6-(5-amino-4-chloropyridin-3-yl)-7-fluoroisoquinolin-3-yl)amino)-6-methyl-5,6-dihydro-4H-pyrazolo[1,5-d][1,4]diazepin-7(8H)-one NC=1C(=C(C=C2C=C(N=CC12)NC1=NN2CC(N(CCC2=C1)C)=O)C=1C=NC=C(C1Cl)N)F